FC1=C(C(=O)NC2=CC(=CC=C2)S(N)(=O)=O)C(=CC=C1C(F)(F)F)C1CCOC2=C(C=CC=C12)F 2-fluoro-N-(3-sulfamoylphenyl)-3-(trifluoromethyl)-6-(8-fluorochroman-4-yl)benzamide